(S)-4-(4-chlorophenyl)-3-(5-(4-chlorophenyl)-1-(3,3-difluoro-4-hydroxybutanoyl)-4,5-dihydro-1H-pyrazol-3-yl)quinolin-2(1H)-one ClC1=CC=C(C=C1)C1=C(C(NC2=CC=CC=C12)=O)C1=NN([C@@H](C1)C1=CC=C(C=C1)Cl)C(CC(CO)(F)F)=O